N-[[4-[5-amino-4-cyano-1-(2,2-difluoro-1-methyl-ethyl)pyrazol-3-yl]phenyl]methyl]-2-methoxy-benzamide NC1=C(C(=NN1C(C(F)F)C)C1=CC=C(C=C1)CNC(C1=C(C=CC=C1)OC)=O)C#N